C[C@@H]1C(C(N(C1)C=1C=C2C(=NC=NC2=CC1)NC1=CC(=C(C=C1)OC1=CC2=C(N(C=N2)C)C=C1)C)=O)=C (R)-4-methyl-1-(4-((3-methyl-4-((1-methyl-1H-benzo[d]imidazol-5-yl)oxy)phenyl)amino)quinazolin-6-yl)-3-methylenepyrrolidin-2-one